7-(2-chloro-5-methoxy-4-nitrophenoxy)-[1,2,4]triazolo[1,5-a]pyridine ClC1=C(OC2=CC=3N(C=C2)N=CN3)C=C(C(=C1)[N+](=O)[O-])OC